2-(4-(4-hydroxy-3-isopropylbenzyl)-3,5-dimethylphenoxy)-N-propylacetamide OC1=C(C=C(CC2=C(C=C(OCC(=O)NCCC)C=C2C)C)C=C1)C(C)C